C(CCCCC)OC=C(C)C=1C=C2CCCCC2=CC1 6-(1-(hexyloxy)prop-1-en-2-yl)-1,2,3,4-tetrahydronaphthalene